ethyl 3-(2,4-dimethyl-1,3-dioxolan-2-yl)propanoate CC1(OCC(O1)C)CCC(=O)OCC